(2R)-2-(6-{5-chloro-2-[(2-methylpyrimidin-4-yl)amino]pyrimidin-4-yl}-1-oxo-2,3-dihydro-1H-isoindol-2-yl)-N-[(1S)-1-[6-(ethylamino)pyridin-2-yl]-2-hydroxyethyl]propanamide ClC=1C(=NC(=NC1)NC1=NC(=NC=C1)C)C1=CC=C2CN(C(C2=C1)=O)[C@@H](C(=O)N[C@H](CO)C1=NC(=CC=C1)NCC)C